ClC=1C=C(C=CC1Cl)CCCCN 3,4-dichlorophenylbutylamine